C(C=C)(=O)N1CCN(CC1)C1=CC(=NC=2CN(CCC12)C1=CC=CC2=CC=CC(=C12)C)C(=O)N[C@@H](CN(CC)CC)C |r| rac-4-(4-acryloylpiperazin-1-yl)-N-(1-(diethylamino)propan-2-yl)-7-(8-methylnaphthalen-1-yl)-5,6,7,8-tetrahydro-1,7-naphthyridine-2-carboxamide